6,7,8,9,10,11,12,13,14,15,16,17-dodecahydro-3H-cyclopenta[a]phenanthren-17-yl furan-2-carboxylate O1C(=CC=C1)C(=O)OC1CCC2C3CCC4=CCC=CC4C3CCC12